FC=1C=C(C=CC1)[C@H](CN[C@@H]1CC[C@H](CC1)OCC(=O)OCC)O Ethyl 2-(((trans)-4-(((R)-2-(3-fluorophenyl)-2-hydroxyethyl)amino)-cyclohexyl)oxy)acetate